(S)-12-(5-(1H-indol-5-yl)-1H-imidazol-2-yl)-7-chloro-8-fluoro-13,14-dihydro-2H-spiro[benzo[5,6]azocino[4,3-g]indolizine-3,1'-cyclopropane]-1,10(4H,12H)-dione N1C=CC2=CC(=CC=C12)C1=CN=C(N1)C1CN2C(CC3(CC3)[C@H]2C2=C1C=1C(=C(C=NC2)Cl)C(=CC(C1)=O)F)=O